ClC=1C(=CC(=C(C1)N(C(=O)[C@H]1N(C[C@@]2([C@H]1OC(O2)(C)C)C2CC2)C(=O)OC(C)(C)C)C)F)F tert-butyl (3aR,6S,6aS)-6-((5-chloro-2,4-difluorophenyl)(methyl)carbamoyl)-3a-cyclopropyl-2,2-dimethyltetrahydro-5H-[1,3]dioxolo[4,5-c]pyrrole-5-carboxylate